C(C)(C)(C)OC(=O)N1CCN(CC1)C1CCC(CC1)O 4-((1S,4s)-4-hydroxycyclohexyl)piperazine-1-carboxylic acid tert-butyl ester